NC=1C=CC(=C(OCCCCCCO)C1)N1CCOCC1 6-(5-amino-2-morpholinophenoxy)hexanol